FC(C1=CC2=C(N=C(N=C2)NC2CCN(CC2)S(=O)(=O)C)N(C1=O)[C@@H]1[C@@](CCC1)(C)O)F (+)-6-(difluoromethyl)-8-((1S,2S)-2-hydroxy-2-methylcyclopentyl)-2-((1-(methylsulfonyl)piperidin-4-yl)amino)pyrido[2,3-d]pyrimidin-7(8H)-one